5-tert-Butyl N-[(9H-Fluoren-9-ylmethoxy)carbonyl]-L-glutamate C1=CC=CC=2C3=CC=CC=C3C(C12)COC(=O)N[C@@H](CCC(=O)OC(C)(C)C)C(=O)[O-]